5-methanesulfonyl-2-{[3-(4-{[(1R,4R)-4-{2-oxa-6-azaspiro[3.3]heptan-6-yl}cyclohexyl]amino}-1-(2,2,2-trifluoroethyl)-1H-indol-2-yl)prop-2-yn-1-yl]amino}phenyl 2-methylpropanoate CC(C(=O)OC1=C(C=CC(=C1)S(=O)(=O)C)NCC#CC=1N(C2=CC=CC(=C2C1)NC1CCC(CC1)N1CC2(COC2)C1)CC(F)(F)F)C